1-methyl-2-(3-hydroxy-phenyl)-imidazole CN1C(=NC=C1)C1=CC(=CC=C1)O